C(C)OC(C(C(=O)OCC)CC)=O Ethylmalonic acid diethylester